ClC=1C=C(C=C(C1)C(C)(C)C1=CC(=CC(=C1)OC(F)(F)F)C#CC)NC(=O)C1=CC2=C(S1)C=CC(=C2)C(C)(C)S(=O)(=O)C N-(3-Chloro-5-(2-(3-(prop-1-yn-1-yl)-5-(trifluoromethoxy)phenyl)propan-2-yl)phenyl)-5-(2-(methylsulfonyl)propan-2-yl)benzo[b]thiophen-2-carboxamid